N-(4-((3-chloro-4-(pyridin-2-ylmethoxy)phenyl)amino)-3-cyano-7-ethoxyquinolin-6-yl)-4-(dimethylamino)but-2-enamide maleate C(\C=C/C(=O)O)(=O)O.ClC=1C=C(C=CC1OCC1=NC=CC=C1)NC1=C(C=NC2=CC(=C(C=C12)NC(C=CCN(C)C)=O)OCC)C#N